3-ethyl-16-fluoro-11,19-dimethyl-20-oxa-3,4,10,11,23,25-hexaazapentacyclo[19.3.1.02,6.08,12.013,18]pentacosa-1(24),2(6),4,8(12),9,13,15,17,21(25),22-decaen-22-amine C(C)N1C=2C3=CN=C(C(OC(C4=CC(=CC=C4C=4N(N=CC4CC2C=N1)C)F)C)=N3)N